COC(=O)C1=NC(=C(C=C1)F)C1=C(C=C(C=C1F)OC1COCCC1)F 6-[2,6-difluoro-4-(tetrahydro-2H-pyran-3-yloxy)phenyl]-5-Fluoropyridine-2-carboxylic acid methyl ester